4-dimethylaminobutylamine CN(CCCCN)C